4-bromo-5-fluoro-2,3-dihydroxybenzoic acid methyl ester COC(C1=C(C(=C(C(=C1)F)Br)O)O)=O